ClC1=CC=C2C(=NC=NC2=C1)NC(CCCN(CCO)C1=CC(=C(C=C1)OC)F)C 2-((4-((7-Chloroquinazolin-4-yl)amino)pentyl)(3-fluoro-4-methoxyphenyl)amino)ethan-1-ol